2-(2-benzothiazolylthio)-1H-isoindole-1,3(2H)-dione S1C(=NC2=C1C=CC=C2)SN2C(C1=CC=CC=C1C2=O)=O